octadecyl-ethyleneglycol C(CCCCCCCCCCCCCCCCC)C(CO)O